ClCCOC=1C=C2C(NC(=NC2=CC1OC)C1CCCCC1)=O 6-(2-chloroethoxy)-2-cyclohexyl-7-methoxyquinazolin-4(3H)-one